tert-butyl ((3R,6S)-6-(2-((1s,3R)-3-(trifluoromethoxy)cyclobutanecarbonyl)hydrazinecarbonyl)tetrahydro-2H-pyran-3-yl)carbamate FC(OC1CC(C1)C(=O)NNC(=O)[C@@H]1CC[C@H](CO1)NC(OC(C)(C)C)=O)(F)F